4-(3-(5-fluoro-2-methylphenyl)-7,8-dihydro-1,6-naphthyridin-6(5H)-yl)-6-methoxy-2-methylquinazoline FC=1C=CC(=C(C1)C=1C=NC=2CCN(CC2C1)C1=NC(=NC2=CC=C(C=C12)OC)C)C